bis(3-isopropylsalicylidene)-1,2-cyclohexanediamine C(C)(C)C1=C(C(C=C2C(C(C(CC2)N)N)=CC=2C(O)=C(C=CC2)C(C)C)=CC=C1)O